ClC1=C(C=CC=C1C1=C(C(=CC=C1)NC=1C2=C(N=C(N1)C(C)C)C=CC=N2)Cl)NC(=O)C2=NN1C([C@@H](CCC1)N1CCC(CC1)C(=O)OC)=C2 methyl 1-[(4R)-2-[[2-chloro-3-[2-chloro-3-[(2-isopropylpyrido[3,2-d]pyrimidin-4-yl)amino]phenyl]phenyl]carbamoyl]-4,5,6,7-tetrahydropyrazolo[1,5-a]pyridin-4-yl]piperidine-4-carboxylate